1-{5-[(R)-(1,3-Dimethyl-azetidin-3-yl)-hydroxy-(4-isopropyl-phenyl)-methyl]-pyridin-3-yl}-3-trifluoromethyl-pyrrolidin-3-ol CN1CC(C1)(C)[C@@](C=1C=C(C=NC1)N1CC(CC1)(O)C(F)(F)F)(C1=CC=C(C=C1)C(C)C)O